FC(C=1C=CC=2C3=C(C=NC2C1)SC(=N3)N)(F)F 7-(trifluoromethyl)thiazolo[5,4-c]quinolin-2-amine